4-[2-(1-ethyl-4-fluoro-3-methyl-1H-pyrazol-5-yl)-5-(hydroxymethyl)-1,3-thiazol-4-yl]-1-methyl-1H-pyrazolo[4,3-c]pyridine-6-carboxylic acid C(C)N1N=C(C(=C1C=1SC(=C(N1)C1=NC(=CC2=C1C=NN2C)C(=O)O)CO)F)C